N-{(3S,4S)-3-methyl-1-[(4-pyridyl)methyl]-4-piperidyl}-6-[3-(4-mesyl-2-anisidino)-1-propynyl]-1-(2,2,2-trifluoroethyl)-1H-1,3-benzimidazole-4-carboxamide C[C@H]1CN(CC[C@@H]1NC(=O)C1=CC(=CC=2N(C=NC21)CC(F)(F)F)C#CCNC=2C(OC)=CC=C(C2)S(=O)(=O)C)CC2=CC=NC=C2